ClC=1C=C(C#N)C=C(C1)[C@H](CN1C[C@H]([C@@H](C1)C)COC1=CC=C(C=C1)S(=O)(=O)C)C 3-chloro-5-[(2R)-1-[(3S,4S)-3-[(4-methanesulfonylphenoxy)methyl]-4-methylpyrrolidin-1-yl]propan-2-yl]benzonitrile